5-chloro-2-(chlorosulfonyl)pyridin-3-yl benzoate C(C1=CC=CC=C1)(=O)OC=1C(=NC=C(C1)Cl)S(=O)(=O)Cl